ClC=1C(=NC=C(C1)[N+](=O)[O-])N1N=CC(=N1)C(=O)OC.ClC=1C(=NC=C(C1)[N+](=O)[O-])N1N=NC=C1C(=O)OC methyl 1-(3-chloro-5-nitropyridin-2-yl)-1H-1,2,3-triazole-5-carboxylate compound with methyl 2-(3-chloro-5-nitropyridin-2-yl)-2H-1,2,3-triazole-4-carboxylate